ClC=1C=C(C(=NC1)N1C(N([C@@H](C1)C#N)C1=CN=CC2=CC=CC=C12)=O)C (S)-1-(5-chloro-3-methylpyridin-2-yl)-3-(isoquinolin-4-yl)-2-oxoimidazoline-4-carbonitrile